6-bromo-4-hydroxy-3-(2,2,2-trifluoroethan-1-one-1-yl)-2H-chromen BrC=1C=C2C(=C(COC2=CC1)C(C(F)(F)F)=O)O